3-chloro-7-(2-chloro-3,5-dimethoxyphenyl)-2,6-naphthyridine ClC=1N=CC2=CC(=NC=C2C1)C1=C(C(=CC(=C1)OC)OC)Cl